2-((4,4,8-Trimethyltricyclo-[6.3.1.02,5]dodecan-1-yl)oxy)pentan-1-ol CC1(CC2C3(CCCC(CCC12)(C3)C)OC(CO)CCC)C